C1(CC1)CN1CC=2N(C3=C1C=CC(=N3)O)C=NN2 5-(cyclopropylmethyl)-2-hydroxypyrido[3,2-e][1,2,4]Triazolo[4,3-a]Pyrazine